NC1=NC=CC2=C(C=CC=C12)C=1C=C2C(=NN(C2=CC1)C1CCC1)COC1=C(C=CC=C1C)CC(=O)O 2-(2-((5-(1-aminoisoquinolin-5-yl)-1-cyclobutyl-1H-indazol-3-yl)methoxy)-3-methylphenyl)acetic acid